difluorothionic acid FS(=O)(O)F